ClC=1C=CC=2C(=C3N(C2C1C=1C(=NC=NC1C)C)CCCN(C3=O)C3=CN(C1=CC(=CC=C31)C(=O)O)C)CCCOC3=CC(=C(C(=C3)C)Cl)C 3-[8-Chloro-11-[3-(4-chloro-3,5-dimethyl-phenoxy)propyl]-7-(4,6-dimethylpyrimidin-5-yl)-1-oxo-4,5-dihydro-3H-[1,4]diazepino[1,2-a]indol-2-yl]-1-methyl-indole-6-carboxylic Acid